1-(tert-butoxycarbonyl)indoline-5-carboxylic acid C(C)(C)(C)OC(=O)N1CCC2=CC(=CC=C12)C(=O)O